C1(CC1)C=1SC(=CN1)C1=CC(=NC=C1)N(C(=O)[C@@H]1CC[C@H](CC1)O)C[C@@H]1CC[C@H](CC1)C1=NC(=C(C=C1)OC)C trans-N-(4-(2-Cyclopropylthiazol-5-yl)pyridin-2-yl)-4-hydroxy-N-((trans-4-(5-methoxy-6-methylpyridin-2-yl)cyclohexyl)methyl)cyclohexane-carboxamide